C(C)(=O)O.C(C)(=O)O.NC(CCC(=O)NCC1=CC=CC=C1)N diaminobutyrylbenzylamine diacetate